CC1=C2C(C(=CN(C2=NC(=C1)N1CC(C1)C(NC=1SC(=NN1)CCC)=O)C1=NC=NS1)C(=O)O)=O 5-methyl-4-oxo-7-{3-[(5-propyl-1,3,4-thiadiazol-2-yl)carbamoyl]azetidin-1-yl}-1-(1,2,4-thiadiazol-5-yl)-1,4-dihydro-1,8-naphthyridine-3-carboxylic acid